4-(((cis)-4-(4-carbamoylphenyl)cyclohexyl)oxy)-1H-1,2,3-triazole-5-carboxylic acid C(N)(=O)C1=CC=C(C=C1)[C@H]1CC[C@H](CC1)OC=1N=NNC1C(=O)O